CC1(OC2=C(C1)C(=C(C(=C2C)C)S(=O)(=O)NC(NCCC[C@@H](N)C(=O)O)=N)C)C Nω-((2,2,4,6,7-pentamethyl-2,3-dihydrobenzofuran-5-yl)sulfonyl)-D-arginine